4-(3,4-dimethoxyphenyl)-5-(2-methylpyridin-4-yl)-1H-imidazol-2-amine COC=1C=C(C=CC1OC)C=1N=C(NC1C1=CC(=NC=C1)C)N